benzyl 3-{4,7,10-tris[2-(tert-butoxy)-2-oxoethyl]-1,4,7,10-tetraazacyclododecan-1-yl}propanoate C(C)(C)(C)OC(CN1CCN(CCN(CCN(CC1)CC(OC(C)(C)C)=O)CC(OC(C)(C)C)=O)CCC(=O)OCC1=CC=CC=C1)=O